BrCCCC(C(F)(F)F)OC(C(F)(F)F)CCCBr 3-bromopropyl-2,2,2-trifluoroethylether